N-(4-fluorophenyl)-2-((6-(4-(2-hydroxyethyl)piperazin-1-yl)-2-methylpyrimidin-4-yl)amino)thiazole-5-carboxamide FC1=CC=C(C=C1)NC(=O)C1=CN=C(S1)NC1=NC(=NC(=C1)N1CCN(CC1)CCO)C